7-bromo-4-methyl-2,3-dihydro-1-benzopyran-4-amine BrC1=CC2=C(C(CCO2)(N)C)C=C1